CN(C=1C=C(C=CC1)C1=CC(=C(C=C1)OC)NC1=NC=NC2=CC(=C(C=C12)OC1CN(C1)C(C=C)=O)OC)C 1-(3-((4-((3'-(dimethylamino)-4-methoxy-[1,1'-biphenyl]-3-yl)amino)-7-methoxyquinazolin-6-yl)oxy)azetidin-1-yl)prop-2-en-1-one